(R)-4-(2-(2-(methylamino)-1H-benzo[d]imidazol-1-yl)-4-(3-methylmorpholino)thieno[3,2-d]pyrimidin-7-yl)tetrahydro-2H-pyran-4-ol CNC1=NC2=C(N1C=1N=C(C3=C(N1)C(=CS3)C3(CCOCC3)O)N3[C@@H](COCC3)C)C=CC=C2